C(C1=CC=C(C(=O)O)C=C1)(=O)O.C1(CCCCCCCCC1)(CO)CO.C1(CCCCCCCCC1)(CO)CO.C1(CCCCCCCCC1)(CO)CO tricyclodecanedimethanol terephthalate